ethyl 2-(2-((7-(2-(1-aminoethyl)thiazol-4-yl)benzofuran-5-yl)methoxy)phenyl)acetate NC(C)C=1SC=C(N1)C1=CC(=CC=2C=COC21)COC2=C(C=CC=C2)CC(=O)OCC